C(C)C1=C(OC2=CC=NC=3NC(C=NC32)=O)C=CC(=C1)N1C(N(C[C@H]1O)C=1C=NC=C(C1)C(F)(F)F)=O 8-[2-ethyl-4-[(5R)-5-hydroxy-2-oxo-3-[5-(trifluoromethyl)-3-pyridyl]imidazolidin-1-yl]phenoxy]-4H-pyrido[2,3-b]pyrazin-3-one